Cl.CN(C)CC1=C(C(=O)O)C=CC=C1 ((dimethylamino)methyl)benzoic acid hydrochloride